5-(4-Fluoro-2,6-dimethylphenyl)-N-[3-fluoro-4-[(7-methoxy-1,5-naphthyridin-4-yl)oxy]phenyl]-4-hydroxy-6-methylpyridine-3-carboxamide FC1=CC(=C(C(=C1)C)C=1C(=C(C=NC1C)C(=O)NC1=CC(=C(C=C1)OC1=CC=NC2=CC(=CN=C12)OC)F)O)C